C(C)(C)(C)OC(=O)NC1CCCC1 1-((tert-butoxycarbonyl)amino)cyclopentane